C(C)(C)N1C=C(C2=CC(=CC=C12)C=1C=C2C=CC=NC2=CC1)CC(=O)NCC1=CC=C(C=C1)OC 2-(1-isopropyl-5-(quinolin-6-yl)-1H-indol-3-yl)-N-(4-methoxybenzyl)acetamide